2-(4-(((t-butoxycarbonyl)amino)methyl)phenyl)acetic acid C(C)(C)(C)OC(=O)NCC1=CC=C(C=C1)CC(=O)O